5-(benzo[d][1,3]dioxol-5-ylmethylene)pyrimidine-2,4,6(1H,3H,5H)-trione O1COC2=C1C=CC(=C2)C=C2C(NC(NC2=O)=O)=O